CC1=CN(C=C1)C=1C=C2C(=CC=NC2=CC1)C(=O)O 6-(3-methyl-1H-pyrrol-1-yl)quinoline-4-carboxylic acid